Isothiocyanato-4-(methanesulfinyl)butane N(=C=S)CCCCS(=O)C